[N+](=O)([O-])C=1C=CC(=NC1)\C=N\O (E)-5-nitropyridineformaldoxime